CC1=C(C(=O)NC2(CC2)C2=CC(=NC3=CC=CC=C23)C=2C=NN(C2)CC(=O)O)C=CC(=C1)COCC1=NC=CC=C1 2-(4-(4-(1-(2-methyl-4-((pyridin-2-ylmethoxy)methyl)benzamido)cyclopropyl)quinolin-2-yl)-1H-pyrazol-1-yl)acetic acid